(R)-2-cyclopropyl-10-nitro-1,2,3,4-tetrahydro-[1,4]oxazepino[2,3-c]quinolin-6(7H)-one C1(CC1)[C@@H]1NC2=C(C(NC=3C=CC(=CC23)[N+](=O)[O-])=O)OCC1